FC1=C(N=CC2=C1N=C(N=C2N2C[C@](CCC2)(C)O)OCC21CCCN1CCC2)C2=C(C(=CC=1NC(NC12)=O)C)C 4-(8-fluoro-4-((R)-3-hydroxy-3-methylpiperidin-1-yl)-2-((tetrahydro-1H-pyrrolizin-7a(5H)-yl)methoxy)pyrido[4,3-d]pyrimidin-7-yl)-5,6-dimethyl-1,3-dihydro-2H-benzo[d]imidazol-2-one